4-(1-cyclobutyl-5-fluoro-6-(5-methyl-4H-1,2,4-triazol-3-yl)-1H-indol-2-yl)aniline C1(CCC1)N1C(=CC2=CC(=C(C=C12)C1=NN=C(N1)C)F)C1=CC=C(N)C=C1